The molecule is a mycolate ester formed by esterification of keto-meromycolic acid with the 1-OH of glycerol. It has a role as an antigen. It derives from a keto-meromycolic acid and a glycerol. CCCCCCCCCCCCCCCCCCCCCCC(C(CCCCCCCCCCCCCCC1CC1CCCCCCCCCCCCCCCCCC(=O)C(C)CCCCCCCCCCCCCCCCCCC)O)C(=O)OCC(CO)O